F[C@H]1[C@H](C(CN(C1)C1=NC=CC(=N1)NC=1N=CC2=C(C=CC=C2C1)N1[C@@H]([C@H](C1)CS(=O)(=O)C)C)(C)C)O (4S,5R)-5-fluoro-1-[4-({8-[(2R,3S)-3-(methane-sulfonylmethyl)-2-methylazetidin-1-yl]isoquinolin-3-yl}amino)pyrimidin-2-yl]-3,3-dimethyl-piperidin-4-ol